5-fluoro-N-isopropyl-N-methyl-2-(3-(1-(4-(trifluoromethyl)benzyl)piperidin-4-yl)-1H-pyrrolo[2,3-c]pyridin-1-yl)benzamide FC=1C=CC(=C(C(=O)N(C)C(C)C)C1)N1C=C(C=2C1=CN=CC2)C2CCN(CC2)CC2=CC=C(C=C2)C(F)(F)F